OC(CN(CCOCCN(CCN1CCN(CC1)CCOCCN(CC(CCCCCCCCCCCC)O)CC(CCCCCCCCCCCC)O)CC(CCCCCCCCCCCC)O)CC(CCCCCCCCCCCC)O)CCCCCCCCCCCC 1,1'-[[2-[2-[4-[2-[[2-[2-[bis(2-hydroxytetradecyl)amino]ethoxy]ethyl](2-hydroxytetradecyl)amino]ethyl]-1-piperazinyl]ethoxy]ethyl]imino]bis-2-tetradecanol